C(=O)=C1NC(=CC2=C1N=CN=C2)C(=O)O 8-carbonyl-7,8-dihydropyrido[3,4-d]pyrimidin-6-carboxylic acid